CS(=O)(=O)C1(CC1)C1=CC=C(O1)C(=O)NC(=O)C12CC(C1)(C2)C=2SC1=C(N2)C=CC(=C1)N1CCOCC1 5-(1-methanesulfonylcyclopropyl)-N-[3-(6-morpholino-1,3-benzothiazol-2-yl)-1-bicyclo[1.1.1]pentanoyl]furan-2-carboxamide